(2-(trifluoromethyl)-5,6-dihydro-[1,2,4]triazolo[1,5-a]pyrazine-7(8H)-yl)methanone FC(C1=NN2C(CN(CC2)C=O)=N1)(F)F